BrC=1C=C(C(=NC1)F)C(C)OC(=O)NC1=C(N=NN1C)C1=CC=C(C=N1)NC(OC(C)(C)C)=O tert-butyl (6-(5-(((1-(5-bromo-2-fluoropyridin-3-yl)ethoxy) carbonyl)amino)-1-methyl-1H-1,2,3-triazol-4-yl)pyridin-3-yl)carbamate